2-amino-6-chloro-5-(trifluoromethyl)nicotinonitrile NC1=C(C#N)C=C(C(=N1)Cl)C(F)(F)F